FC1=C(C=CC=C1[N+](=O)[O-])C=1N=NN(C1C(C)NC)C 1-(4-(2-fluoro-3-nitrophenyl)-1-methyl-1H-1,2,3-triazol-5-yl)-N-methylethan-1-amine